C(COCCS)OCCS 2,2'-(ethane-1,2-diylbis(oxy))bis-(ethane-1-thiol)